6-bromo-1-isopropyl-2-methyl-1H-benzo[d]Imidazole BrC=1C=CC2=C(N(C(=N2)C)C(C)C)C1